OCC1=CC(=C(C=C1)COC1=C(C=C(C=C1)C1C=2C(NC(C1)=O)=NNC2)OC)C(F)(F)F 4-(4-{[4-(hydroxymethyl)-2-(trifluoromethyl)phenyl]methoxy}-3-methoxyphenyl)-2H,4H,5H,6H,7H-pyrazolo[3,4-b]pyridin-6-one